COC=1C=NC=C(C(=O)NC=2C=NC=C(C2)NC2=NC=C(C=C2)C2=CC=C(C=C2)N2C(CCC2)=O)C1 5-methoxy-N-(5-((5-(4-(2-oxopyrrolidin-1-yl)phenyl)pyridin-2-yl)amino)pyridin-3-yl)nicotinamide